(E)-1-((1R,5S,6s)-6-((4-amino-5-(5-chloro-2-methoxyphenyl)-7-methyl-7H-pyrrolo[2,3-d]pyrimidin-6-yl)ethynyl)-3-azabicyclo[3.1.0]hexan-3-yl)-4-(dimethylamino)but-2-en-1-one NC=1C2=C(N=CN1)N(C(=C2C2=C(C=CC(=C2)Cl)OC)C#CC2[C@@H]1CN(C[C@H]21)C(\C=C\CN(C)C)=O)C